1-[4-(methoxymethyl)-6,7-dimethyl-1,3-dihydro-2H-pyrrolo[3,4-c]pyridin-2-yl]-2-[1-(pyridin-3-yl)azetidin-3-yl]ethanone COCC1=NC(=C(C2=C1CN(C2)C(CC2CN(C2)C=2C=NC=CC2)=O)C)C